[I-].C(C)OC(CC1=CC=[N+](C=C1)CCO)O 4-(2-ethoxy-2-hydroxyethyl)-1-(2-hydroxyethyl)pyridin-1-ium iodide